(S)-6-(5-methoxy-6-morpholino-1H-benzo[d]imidazol-2-yl)-2-methyl-7-((1-(pyrimidin-2-yl)ethyl)amino)-2H-pyrazolo[4,3-b]pyridin-5(4H)-one COC1=CC2=C(NC(=N2)C2=C(C=3C(NC2=O)=CN(N3)C)N[C@@H](C)C3=NC=CC=N3)C=C1N1CCOCC1